2-{[4-(4-fluoro-1-methyl-1H-indazol-6-yl)-1-oxo-2,3-dihydro-1H-isoindol-2-yl]methyl}prop-2-enenitrile FC1=C2C=NN(C2=CC(=C1)C1=C2CN(C(C2=CC=C1)=O)CC(C#N)=C)C